(4S,5R)-1-(3,4-dihydro-quinolin-1(2H)-yl)-5-fluoro-3-(methylsulfonyl)-5,6-dihydro-4H-cyclopenta[c]thiophen-4-ol N1(CCCC2=CC=CC=C12)C=1SC(=C2C1C[C@H]([C@H]2O)F)S(=O)(=O)C